1-(2-pyridyl)-N-[(6R)-2,4-dimethyl-5-oxo-7,8-dihydro-6H-pyrazolo[1,5-a][1,3]diazepin-6-yl]pyrazolo[3,4-d]pyrimidine-6-carboxamide N1=C(C=CC=C1)N1N=CC=2C1=NC(=NC2)C(=O)N[C@H]2C(N(C=1N(CC2)N=C(C1)C)C)=O